C1(CC1)C=1C=NN2C1N=C(C=C2NCC2=CC=C(C=C2)C2=NC=CC=C2)NCC2(CCNCC2)C 3-Cyclopropyl-N5-((4-methylpiperidin-4-yl)methyl)-N7-(4-(pyridin-2-yl)benzyl)pyrazolo[1,5-a]pyrimidine-5,7-diamine